The molecule is a tertiary amino compound that is p-methoxybenzylamine in which the hydrogens attached to the amino group have been replaced by methyl and 3-methyloxetan-3-yl groups. It is a member of oxetanes, a tertiary amino compound and an aromatic ether. It is a conjugate base of a 1-(4-methoxyphenyl)-N-methyl-N-[(3-methyloxetan-3-yl)methyl]methanamine(1+). CC1(COC1)CN(C)CC2=CC=C(C=C2)OC